CC1=CC=C(C=C1)S(=O)(=O)O.N1C(C=CC=C1)=O pyridin-2(1H)-one p-toluenesulfonate